COC1=NC(=CC(=N1)B(O)O)OC (2,6-DIMETHOXY-4-PYRIMIDINYL)-BORONIC ACID